FC1=C(C=CC=C1)C1=NN2C(S(CCC2)(=O)=O)=C1C(=O)O 2-(2-Fluorophenyl)-4,4-dioxo-6,7-dihydro-5H-pyrazolo[5,1-b][1,3]thiazine-3-carboxylic acid